(S)-N-{(S)-1-[2-(6-bromobenzo[d]isoxazol-3-yl)phenyl]-2-(6-bromopyridine-2-yl)ethyl}-2-methylpropane-2-sulfinamide BrC1=CC2=C(C(=NO2)C2=C(C=CC=C2)[C@H](CC2=NC(=CC=C2)Br)N[S@@](=O)C(C)(C)C)C=C1